(E)-4-(4-((4-methylhepta-3,6-dien-1-yl)oxy)phenyl)butan-2-one methyl-2-[(5-chloropyridin-2-yl)(hydroxy)methyl]prop-2-enoate COC(C(=C)C(O)C1=NC=C(C=C1)Cl)=O.C\C(=C/CCOC1=CC=C(C=C1)CCC(C)=O)\CC=C